N-(5-((3-((2,6-dimethylpyridin-4-yl)oxy)pyrrolidin-1-yl)methyl)-4-fluorothiazol-2-yl)acetamide CC1=NC(=CC(=C1)OC1CN(CC1)CC1=C(N=C(S1)NC(C)=O)F)C